4-benzyloxy-5-chloro-2-[2-(3,4-difluoro-2-methyl-phenoxy)-4-methyl-5-(trifluoromethyl)-3-pyridinyl]quinoline C(C1=CC=CC=C1)OC1=CC(=NC2=CC=CC(=C12)Cl)C=1C(=NC=C(C1C)C(F)(F)F)OC1=C(C(=C(C=C1)F)F)C